C(C=C)(=O)N1CC(C(CC1)[C@@H]1CCNC=2N1N=C(C2C(=O)N)C2=CC=C(C=C2)OC2=CC=CC=C2)(F)F (7S)-7-(1-acryloyl-3,3-difluoropiperidin-4-yl)-2-(4-phenoxyphenyl)-4,5,6,7-tetrahydropyrazolo[1,5-a]pyrimidine-3-carboxamide